C(C)(C)(C)OC(NCCSSC1=NC=CC=C1)=O (2-(pyridin-2-yldisulfanyl)ethyl)carbamic acid tert-butyl ester